4-[(butylsulfanyl)methyl]pyrrolidin-3-ol C(CCC)SCC1C(CNC1)O